C(#N)C=1C=C(C=CC1)C1=CC=C(C=C1)N1CCN(CC1)C(=O)NC=1N=C(SC1)C#C 4-(3'-cyano-[1,1'-biphenyl]-4-yl)-N-(2-ethynyl-thiazol-4-yl)piperazine-1-carboxamide